COC(=O)C1=CC=C2C(=N1)N(C(=N2)CCOS(=O)(=O)C)C[C@H]2OCC2 (S)-2-(2-((methylsulfonyl)oxy)ethyl)-3-(oxetan-2-ylmethyl)-3H-imidazo[4,5-b]pyridine-5-carboxylic acid methyl ester